5-[1-fluoro-3-hydroxy-7-({2-[(propan-2-yl)oxy]ethyl}amino)naphthalen-2-yl]-1λ6,2,5-thiadiazolidine-1,1,3-trione FC1=C(C(=CC2=CC=C(C=C12)NCCOC(C)C)O)N1CC(NS1(=O)=O)=O